FC1=C(C=CC(=C1)F)C1=NC(=CN2C1=NC(=C(C2=O)C)C)[C@H]2C[C@H](OCC2)C2CCOCC2 9-(2,4-difluorophenyl)-2,3-dimethyl-7-((2S,4R)-octahydro-2H,2'H-[2,4'-bipyran]-4-yl)-4H-pyrazino[1,2-a]pyrimidin-4-one